N-(2,2-difluoroethyl)-5-(2-(((1-fluorocyclopropyl)methyl)amino)-7H-pyrrolo[2,3-d]pyrimidin-5-yl)pyrazolo[1,5-a]pyridine-3-carboxamide FC(CNC(=O)C=1C=NN2C1C=C(C=C2)C2=CNC=1N=C(N=CC12)NCC1(CC1)F)F